FC=1C=C(OC2=CC=C3CCN(CC3=C2)C(CNC(=O)N)=O)C=CC1C(F)(F)F 1-(2-(7-(3-fluoro-4-(trifluoromethyl)phenoxy)-3,4-dihydroisoquinolin-2(1H)-yl)-2-oxo-ethyl)urea